2-(2,2-Dimethylazetidin-1-yl)-N-((1,2,3,5,6,7-hexahydro-s-indacen-4-yl)carbamoyl)ethane-1-sulfonamide, potassium salt [K].CC1(N(CC1)CCS(=O)(=O)NC(NC1=C2CCCC2=CC=2CCCC12)=O)C